tetra-methylolmethane tetraacrylate C(C=C)(=O)O.C(C=C)(=O)O.C(C=C)(=O)O.C(C=C)(=O)O.C(O)C(CO)(CO)CO